4-Methoxy-N-(5-(4-(pyridin-2-yl)piperazin-1-yl)pyridin-2-yl)benzamid COC1=CC=C(C(=O)NC2=NC=C(C=C2)N2CCN(CC2)C2=NC=CC=C2)C=C1